C(C=C=C=C=C=C=C=C=C=C=C)(=O)O dodecadecenoic acid